2-(4-acetylphenylethynyl)aniline C(C)(=O)C1=CC=C(C=C1)C#CC1=C(N)C=CC=C1